C(C)(C)C(C(NCCCCNC=O)=O)NC(CCC(NCCOCCOCCC)=O)=O 9-isopropyl-1,8,11,14-tetraoxo-18,21-dioxa-2,7,10,15-tetraazatetracosan